N12CCNCCN(CCNCC1)CC2 1,4,7,10-tetraazabicyclo[5.5.2]tetradecan